(S)-7-((9H-fluorene-3-carbonyl)glycyl)-N-((R)-1-(4-carbamimidoylthiophen-2-yl)ethyl)-1,4-dioxa-7-azaspiro[4.4]nonane-8-carboxamide C1=CC(=CC=2C3=CC=CC=C3CC12)C(=O)NCC(=O)N1CC2(OCCO2)C[C@H]1C(=O)N[C@H](C)C=1SC=C(C1)C(N)=N